FC1=CC(=C(C=C1)C1=NN2C(COC3=C(C2)C=CC(=C3)NC(C)=O)=C1)CO N-(2-(4-fluoro-2-(hydroxymethyl)phenyl)-4H,10H-benzo[f]pyrazolo[5,1-c][1,4]oxazepin-7-yl)acetamide